1-(3-(5-fluoro-6-(2-methoxyethoxy)pyridin-3-yl)-6-(3,3,3-trifluoropropyl)pyrazin-2-yl)piperidine-4-carboxylic acid FC=1C=C(C=NC1OCCOC)C=1C(=NC(=CN1)CCC(F)(F)F)N1CCC(CC1)C(=O)O